C(C1=CC=CC=C1)OCCN(C1=C(C=C(C(=N1)C(=O)OC)[N+](=O)[O-])C(F)(F)F)CCC=C Methyl 6-[2-benzyloxyethyl(but-3-enyl)amino]-3-nitro-5-(trifluoromethyl)pyridine-2-carboxylate